C(C)(C)N1C(C2=C3C(C(=CC=C13)C1(CC1)C#N)=CC=C2)=O 1-(1-isopropyl-2-oxo-1,2-dihydrobenzo[cd]indol-6-yl)cyclopropane-1-carbonitrile